S1C(=CC=C1)/C=C/C1=NN(C=C1)COC(COCN1N=CC=C1\C=C\C=1SC=CC1)COCN1N=CC=C1\C=C\C=1SC=CC1 1,1'-(((2-((3-((E)-2-(thiophen-2-yl)vinyl)-1H-pyrazol-1-yl)methoxy)propane-1,3-diyl)bis(oxy))bis(methylene))bis(5-((E)-2-(thiophen-2-yl)vinyl)-1H-pyrazole)